C1(CCCCC1)OC1=NC(=NC(=N1)N1N=CC=C1)NCC(=O)OCC ethyl (4-(cyclohexyloxy)-6-(1H-pyrazol-1-yl)-1,3,5-triazin-2-yl)glycinate